ClC1=NN2C(C3=C(C=CC=C13)Cl)=NN=C2C 6,10-dichloro-3-methyl-[1,2,4]triazolo[3,4-a]phthalazine